2-(5-(cyclopropylmethyl)-3-(4-fluoro-3-(1-methyl-1H-pyrazol-4-yl)phenyl)-4-(3-fluoro-4-sulfamoylbenzyl)-1H-pyrazol-1-yl)thiazole-4-carboxylic acid C1(CC1)CC1=C(C(=NN1C=1SC=C(N1)C(=O)O)C1=CC(=C(C=C1)F)C=1C=NN(C1)C)CC1=CC(=C(C=C1)S(N)(=O)=O)F